S1C=NC(=C1N)N Thiazole-4,5-diamine